5-((2-(4-(tert-Butoxycarbonyl)piperazin-1-yl)pyrimidin-5-yl)methoxy)-2-hydroxybenzoic acid C(C)(C)(C)OC(=O)N1CCN(CC1)C1=NC=C(C=N1)COC=1C=CC(=C(C(=O)O)C1)O